N[C@H](C(=O)N[C@H](C(=O)NC1=CC=C(COC(=O)NCC(=O)O)C=C1)C)C(C)C (((4-((S)-2-((S)-2-amino-3-methylbutanamido)propanamido)benzyl)oxy)carbonyl)glycine